NC1=NC=C(C(=N1)C1=CC=2C(NCCC2N1)=O)C#N 2-amino-4-(4-oxo-4,5,6,7-tetrahydro-1H-pyrrolo[3,2-c]pyridin-2-yl)pyrimidine-5-carbonitrile